(2R,3S)-3-(1-(3-chloro-4-fluorobenzyl)-1H-pyrazol-3-yl)-2-(2,4-difluorophenyl)-1-(1H-tetrazol-1-yl)butan-2-ol ClC=1C=C(CN2N=C(C=C2)[C@@H]([C@@](CN2N=NN=C2)(O)C2=C(C=C(C=C2)F)F)C)C=CC1F